NC1=CC(=C2N3CCC[C@H]3CCCC3=CC=CC(C(C4=NN=C(C1=N2)O4)(O)C(F)(F)F)=C3)C(F)(F)F (15R)-23-amino-6,21-bis(trifluoromethyl)-26-oxa-3,4,19,24-tetraazapentacyclo[18.3.1.12,5.17,11.015,19]hexacosan-1(24),2,4,7(25),8,10,20,22-octaen-6-ol